azobis{2-[N-(2-carboxyethyl)amidino]propane} N(=NCC(C)C(NCCC(=O)O)=N)CC(C)C(NCCC(=O)O)=N